ClC1=CC=C(CN2C(N3C(C4=C2C=CC=N4)=NN=C3)=O)C=C1 6-(4-chlorobenzyl)pyrido[2,3-e][1,2,4]triazolo[4,3-c]pyrimidin-5(6H)-one